(3R*,4R*)-1-Cyclohexyl-4-{[5-(2,4-difluoro-phenyl)-isoxazole-3-carbonyl]-amino}-piperidine-3-carboxylic acid (2,2-difluoro-1-methyl-ethyl)-amide FC(C(C)NC(=O)[C@@H]1CN(CC[C@H]1NC(=O)C1=NOC(=C1)C1=C(C=C(C=C1)F)F)C1CCCCC1)F |o1:7,12|